C(CCCCCCCCCCC)(=O)NCCC(=O)O.[Ca] calcium N-lauroyl-β-alanine